N=1C=C(N2N=CC=CC21)N2N(CC1=CC=C(C=C21)OC)C2CCC(CC2)CI N-(Imidazo[1,2-b]pyridazin-3-yl)-2-((1s,4s)-4-(iodomethyl)cyclohexyl)-6-methoxy-2H-indazole